N-{4-[1-({1H-pyrrolo[3,2-c]pyridin-2-yl}carbonyl)piperidin-4-yl]butyl}thieno[2,3-c]pyridine-2-carboxamide N1C(=CC=2C=NC=CC21)C(=O)N2CCC(CC2)CCCCNC(=O)C2=CC=1C(=CN=CC1)S2